6-((1-(4-(2-(2-Aminopyridin-3-yl)-5-phenyl-3H-imidazo[4,5-b]pyridin-3-yl)benzyl)piperidin-4-yl)amino)pyrazine-2-carbonitrile NC1=NC=CC=C1C1=NC=2C(=NC(=CC2)C2=CC=CC=C2)N1C1=CC=C(CN2CCC(CC2)NC2=CN=CC(=N2)C#N)C=C1